(1R,2S,3R)-2-ethyl-N-[7-methyl-6-[4-((S)-3-methyltetrahydrofuran-3-yl)piperazin-4-ium-1-yl]-3-isoquinolyl]-3-(1-methylpyrazol-4-yl)cyclopropanecarboxamide C(C)[C@@H]1[C@H]([C@@H]1C=1C=NN(C1)C)C(=O)NC=1N=CC2=CC(=C(C=C2C1)N1CC[NH+](CC1)[C@@]1(COCC1)C)C